N1(N=NC2=C1C=CC=C2)CC(=O)C2=CC=CC=C2 α-(1H-benzotriazol-1-yl)acetophenone